methyl (Z)-4-(2,3-bis(methoxycarbonyl)guanidino)-1H-pyrazole-5-carboxylate COC(=O)\N=C(\NC=1C=NNC1C(=O)OC)/NC(=O)OC